methyl (E)-3-(3-(N-((4'-(dimethylamino)-[1,1'-biphenyl]-4-yl)methyl-d)cyclohexanecarboxamido)phenyl)acrylate CN(C1=CC=C(C=C1)C1=CC=C(C=C1)C(N(C(=O)C1CCCCC1)C=1C=C(C=CC1)/C=C/C(=O)OC)[2H])C